ONC(=O)/C=C/C1=C(C=CC=C1)NC(=O)C=1N=CSC1OC1=CC=CC=C1 N-{2-[(1E)-2-(hydroxycarbamoyl)eth-1-en-1-yl]phenyl}-5-phenoxy-1,3-thiazole-4-carboxamide